C=1N=CC2=CNCCC21 5H,6H,7H-pyrrolo[3,4-c]pyridin